ClC=1C(=C(C(=O)NC2=CC=C(C=C2)Cl)C(=CC1)Cl)OC 3,6-dichloro-N-(4-chlorophenyl)-2-methoxybenzamide